O1C=C(C2=C1C=CC=C2)C[C@H](NC(CC2=C1COC3(CCOCC3)C1=CC=C2)=O)B(O)O (R)-(2-(benzofuran-3-yl)-1-(2-(2',3',5',6'-tetrahydro-3H-spiro[isobenzofuran-1,4'-pyran]-4-yl)acetamido)ethyl)boronic acid